COC1=CC=C2C3=C(N(C2=C1)CCN(C(OC(C)(C)C)=O)C)C(=NC=C3)C tert-butyl (2-(7-methoxy-1-methyl-9H-pyrido[3,4-b]indol-9-yl)ethyl)(methyl)carbamate